C12(CC(C1)C2)C=2SC(=C(N2)C=2C(=C(C=CC2)NS(=O)(=O)N2CCC1=CC=C(C=C21)F)F)C2=NC(=NC=C2)NC2CC1(CS(C1)(=O)=O)C2 N-(3-(2-(bicyclo[1.1.1]pentan-1-yl)-5-(2-((2,2-dioxido-2-thiaspiro[3.3]heptan-6-yl)-amino)pyrimidin-4-yl)thiazol-4-yl)-2-fluorophenyl)-6-fluoroindoline-1-sulfonamide